CC(C)=CCC[C@@H](C)CC=O |r| rac-citronellal